(2S,4R)-1-(2-(5-(2-acetamidopyrimidin-5-yl)-3-acetyl-1H-indol-1-yl)acetyl)-N-(2'-chloro-2-fluorobiphenyl-3-yl)-4-fluoropyrrolidine-2-carboxamide C(C)(=O)NC1=NC=C(C=N1)C=1C=C2C(=CN(C2=CC1)CC(=O)N1[C@@H](C[C@H](C1)F)C(=O)NC=1C(=C(C=CC1)C1=C(C=CC=C1)Cl)F)C(C)=O